ClC1=NC=2N(C(=C1C1=C(C=C(C#N)C=C1)F)N[C@@H](C(F)(F)F)C(C)C)N=CN2 (R)-4-(5-chloro-7-((1,1,1-trifluoro-3-methylbutan-2-yl)amino)-[1,2,4]triazolo[1,5-a]pyrimidin-6-yl)-3-fluorobenzonitrile